(S)-6-(8-(4-bromophenyl)-6-azaspiro[3.4]octane-6-carbonyl)pyrazin-2(1H)-one BrC1=CC=C(C=C1)[C@@H]1CN(CC12CCC2)C(=O)C2=CN=CC(N2)=O